CC1=C(C(=NS1)N)C=C 5-methyl-4-vinyl-isothiazol-3-amine